C12(CC3CC(CC(C1)C3)C2)C(C)NCCCCCCCSC=2C=C3CN(C(C3=CC2)=O)C2C(NC(CC2)=O)=O 3-(5-((7-((1-(adamantan-1-yl)ethyl)amino)heptyl)thio)-1-oxoisoindolin-2-yl)piperidine-2,6-dione